N-cyclopropyl-4-fluoro-2-mercaptobenzamide C1(CC1)NC(C1=C(C=C(C=C1)F)S)=O